4-(aminomethyl)-6-(5-(2-methoxyphenoxy)pyridin-3-yl)phthalazin-1(2H)-one NCC1=NNC(C2=CC=C(C=C12)C=1C=NC=C(C1)OC1=C(C=CC=C1)OC)=O